FC=1C=C(C=C(C1)C(F)(F)F)C1=CC(=C2C(=N1)N=C(N2)C2=CC=C(C=C2)N2CCC(CC2)OCC(=O)O)N(C)CC2(CCC2)COC {[1-(4-{5-[3-Fluoro-5-(trifluoromethyl)phenyl]-7-[{[1-(methoxymethyl)cyclobutyl]methyl}(methyl)amino]-1H-imidazo[4,5-b]pyridin-2-yl}phenyl)piperidin-4-yl]oxy}acetic acid